6-[5-[1-[[6-bromo-8-(trifluoromethyl)-[1,2,4]triazolo[4,3-a]pyridin-3-yl]amino]ethyl]-1,2,4-triazol-1-yl]pyridine-3-carbonitrile BrC=1C=C(C=2N(C1)C(=NN2)NC(C)C2=NC=NN2C2=CC=C(C=N2)C#N)C(F)(F)F